5-Chloro-N1-(3-Methylpyrazin-2-yl)benzene-1,2-diamine ClC1=CC=C(C(=C1)NC1=NC=CN=C1C)N